1-{4-[(adamantan-1-yl)amino]phenyl}-2-benzyl-3-butyl-6-methoxy-3,4-dihydroisoquinolin-2-ium bromide [Br-].C12(CC3CC(CC(C1)C3)C2)NC2=CC=C(C=C2)C2=[N+](C(CC3=CC(=CC=C23)OC)CCCC)CC2=CC=CC=C2